(4aR)-11-chloro-10-(2-fluoro-6-methoxyphenyl)-8-(2-isopropyl-4-methylpyridine-3-yl)-6-methyl-2,3,4,4a,6,8-hexahydro-1H-pyrazino[1',2':4,5]pyrazino[2,3-c][1,8]Naphthyridine-5,7-dione ClC1=CC=2C3=C(C(N(C2N=C1C1=C(C=CC=C1OC)F)C=1C(=NC=CC1C)C(C)C)=O)N(C([C@@H]1N3CCNC1)=O)C